7'-(Methoxymethyl)-3'-methyl-6',7'-dihydrospiro[piperidine-4,4'-pyrazolo[5,1-c][1,4]oxazine] COCC1N2C(C3(OC1)CCNCC3)=C(C=N2)C